Indan-1-amine C1(CCC2=CC=CC=C12)N